1-((2R)-4-(5-(6',8'-dihydro-2H-spiro[benzofuran-3,9'-pyrido[3',2':4,5]imidazo[2,1-c][1,4]oxazin]-2'-yl)pyrimidin-2-yl)-2-methylpiperazin-1-yl)-2-hydroxyethanone N1=C(C=CC=2N=C3COCC4(N3C21)COC2=C4C=CC=C2)C=2C=NC(=NC2)N2C[C@H](N(CC2)C(CO)=O)C